1-(5-(1H-indol-5-yl)-1-(pyridin-3-ylsulfonyl)-1H-pyrrol-3-yl)-N-methylmethylamine N1C=CC2=CC(=CC=C12)C1=CC(=CN1S(=O)(=O)C=1C=NC=CC1)CNC